ClC=1C(=NC(=NC1)NC=1C=C(C(=O)NC2CNCCC2)C=CC1)NCC1=C(C=CC(=C1)F)F 3-({5-chloro-4-[(2,5-difluorobenzyl)amino]pyrimidin-2-yl}amino)-N-(piperidin-3-yl)benzamide